tert-butyl 4-((6-(1-methyl-6-oxo-1,6-dihydropyridin-3-yl)pyrazolo[1,5-a]pyrazin-4-yl)oxy)azepane-1-carboxylate CN1C=C(C=CC1=O)C=1N=C(C=2N(C1)N=CC2)OC2CCN(CCC2)C(=O)OC(C)(C)C